COC1CC(C1)CN ((1S,3s)-3-methoxycyclobutyl)methylamine